(4-methoxybenzoyl)pyrrolidin COC1=CC=C(C(=O)N2CCCC2)C=C1